(2,3-dihydro-1H-inden-1-yl)-2,5-difluoroaniline C1(CCC2=CC=CC=C12)NC1=C(C=CC(=C1)F)F